bis(beta-[4-azidosalicylamido] ethyl) disulfide N(=[N+]=[N-])C=1C=C(C(C(=O)NCCSSCCNC(C=2C(O)=CC(=CC2)N=[N+]=[N-])=O)=CC1)O